N-(3-chloro-1-cyclopropyl-1H-pyrrolo[2,3-b]pyridin-5-yl)-1-(1-methoxyisoquinolin-5-yl)-5-(trifluoromethyl)-1H-pyrazole-4-carboxamide ClC1=CN(C2=NC=C(C=C21)NC(=O)C=2C=NN(C2C(F)(F)F)C2=C1C=CN=C(C1=CC=C2)OC)C2CC2